COC(=O)C1=CN(C2=CC=CC=C12)CC1=CC=C(C=C1)OC(F)F 1-(4-(difluoromethoxy)benzyl)-1H-indole-3-carboxylic acid methyl ester